(R)-7-((6-((dimethylamino)methyl)-5-(6-hydroxy-1,4-oxazepan-4-yl)pyridin-2-yl)amino)-4-(7-fluoroimidazo[1,2-a]pyridin-3-yl)isoindolin-1-one CN(C)CC1=C(C=CC(=N1)NC=1C=CC(=C2CNC(C12)=O)C1=CN=C2N1C=CC(=C2)F)N2CCOC[C@@H](C2)O